4-Chloro-2-thienyl 2,4,6-tri-O-acetyl-3-deoxy-3-[4-(3,4,5-trifluorophenyl)-1H-1,2,3-triazol-1-yl]-1-thio-α-D-galactopyranoside C(C)(=O)O[C@H]1[C@@H](SC=2SC=C(C2)Cl)O[C@@H]([C@@H]([C@@H]1N1N=NC(=C1)C1=CC(=C(C(=C1)F)F)F)OC(C)=O)COC(C)=O